CC1=C(C=CC=C1C)N1CCN(CC1)C(CN1N=C(C=2CCCCC12)C(=O)N1CCC(CC1)NC(C)=O)=O N-(1-(1-(2-(4-(2,3-dimethylphenyl)piperazin-1-yl)-2-oxoethyl)-4,5,6,7-tetrahydro-1H-indazole-3-carbonyl)piperidin-4-yl)acetamide